FC1=C(C(=O)Cl)C(=CC=C1)N1N=CC=N1 2-fluoro-6-(2H-1,2,3-Triazol-2-yl)benzoyl chloride